C1(=CC=CC=C1)C=1C(NN=CC1)=O 4-phenylpyridazin-3(2H)-on